6-((6-chloro-7-fluoro-1-(1-isopropyl-1H-pyrazol-4-yl)-2-methoxy-1H-indol-3-yl)thio)picolinic acid ClC1=CC=C2C(=C(N(C2=C1F)C=1C=NN(C1)C(C)C)OC)SC1=CC=CC(=N1)C(=O)O